4-(3-Benzyloxy-2,6-dimethyl-phenyl)-3-cyano-1-(3-fluoro-2-pyridyl)pyrrolo[2,3-b]pyridine-6-carboxamide C(C1=CC=CC=C1)OC=1C(=C(C(=CC1)C)C1=C2C(=NC(=C1)C(=O)N)N(C=C2C#N)C2=NC=CC=C2F)C